6-((3-(2H-1,2,3-triazol-2-yl)-4-(trifluoromethyl)phenyl)carbamoyl)-3-methyl-6-azabicyclo[3.1.1]heptane-1-carboxylic acid N=1N(N=CC1)C=1C=C(C=CC1C(F)(F)F)NC(=O)N1C2CC(CC1(C2)C(=O)O)C